FC(C1=NNC=C1C=1C=C2C=CN(C(C2=CC1)=O)CC=1C=C(C(=O)NCC2CCOCC2)C=CC1)F 3-((6-(3-(difluoromethyl)-1H-pyrazol-4-yl)-1-oxoisoquinolin-2(1H)-yl)methyl)-N-((tetrahydro-2H-pyran-4-yl)methyl)benzamide